2-(azepan-1-yl)-N-(5-(methylsulfonyl)pyridin-3-yl)-5-(trifluoromethyl)nicotinamide N1(CCCCCC1)C1=C(C(=O)NC=2C=NC=C(C2)S(=O)(=O)C)C=C(C=N1)C(F)(F)F